4-(1-(2-fluorophenyl)-1H-imidazol-4-yl)-N-(1-(methylsulfonyl)piperidin-4-yl)-5-(trifluoromethyl)pyrimidin-2-amine FC1=C(C=CC=C1)N1C=NC(=C1)C1=NC(=NC=C1C(F)(F)F)NC1CCN(CC1)S(=O)(=O)C